PyrrolobenzodiazepineMonoamide N1=NC(=CC=C2C1=C1C(C=C2)=NC=C1)C(=O)N